2-propyl-2-methyl-hexan-1-ol C(CC)C(CO)(CCCC)C